O(C)CNCC(O)C1=CC(O)=C(O)C=C1 methoxyl-adrenaline